C(CCC)NC1=C(C=CC=C1C)C N-butyl-2,6-dimethylaniline